CN1C(=NC2=C1C=CC=C2)C2=NC(=CC=C2)C2=NC1=C(N2C)C=CC=C1 2,6-bis(N-methylbenzimidazol-2-yl)pyridine